n-butyliminobis(dimethylamino)cyclopentadienyl-tantalum C(CCC)N=[Ta](C1C=CC=C1)(N(C)C)N(C)C